((4-phenyl-5-((3-(trifluoromethoxy)benzyl)thio)-4H-1,2,4-triazol-3-yl)methyl)-9H-carbazole C1(=CC=CC=C1)N1C(=NN=C1SCC1=CC(=CC=C1)OC(F)(F)F)CC1=CC=CC=2C3=CC=CC=C3NC12